1-(4-(2-(4-(2-acetoxy-3-(N-acetylacetamido)propoxy)phenyl)propan-2-yl)-2,6-dichlorophenoxy)-3-chloropropan-2-yl acetate C(C)(=O)OC(COC1=C(C=C(C=C1Cl)C(C)(C)C1=CC=C(C=C1)OCC(CN(C(C)=O)C(C)=O)OC(C)=O)Cl)CCl